CCC\C=C/CCC Z-4-octene